4-(4-fluorophenyl)-2-(methyl-(6-(1,2,3,6-tetrahydropyridin-4-yl)quinolin-4-yl)amino)thiazole-5-carbonitrile hydrochloride Cl.FC1=CC=C(C=C1)C=1N=C(SC1C#N)N(C1=CC=NC2=CC=C(C=C12)C=1CCNCC1)C